FC=1C=C(C=CC1NCC1=CC=C(C=C1)OC(F)(F)F)NC(CC(C)(C)C)=O N-(3-Fluoro-4-((4-(trifluoromethoxy)benzyl)amino)phenyl)-3,3-dimethylbutanamid